C(CCCCC(=O)[O-])(=O)OCC(C)(C)C neopentyl adipate